6-(4-hydroxypiperidin-1-yl)pyrimidin OC1CCN(CC1)C1=CC=NC=N1